5-(4-(difluoromethoxy)phenyl)oxazole FC(OC1=CC=C(C=C1)C1=CN=CO1)F